(1R,4R)-N1-(4-(5-(cyclopropyl-methyl)-1-methyl-1H-pyrazol-4-yl)pyrimidin-2-yl)-N4-methylcyclohexane-1,4-diamine C1(CC1)CC1=C(C=NN1C)C1=NC(=NC=C1)NC1CCC(CC1)NC